1-(3,4-dichlorophenyl)-4,5-dimethyl-3-[2-(pyrrolidin-1-yl)ethoxy]-1H-pyrazole hydrochloride Cl.ClC=1C=C(C=CC1Cl)N1N=C(C(=C1C)C)OCCN1CCCC1